FC1(CNC1)COC(=O)N1CCC(CC1)NC1=C2C(=NC(=C1)NC1CCOCC1)N(C=N2)C(C)C 4-((3-isopropyl-5-((tetrahydro-2H-pyran-4-yl)amino)-3H-imidazo[4,5-b]pyridin-7-yl)amino)piperidine-1-carboxylic acid (3-fluoroazetidine-3-yl)methyl ester